C(C(=C)C)(=O)OCCC[Si](OC)(OC)OC 3-(Methacryloxy)propyltrimethoxysilane